vinyl-tri(1,1-dimethyl-2-butoxy)silane C(=C)[Si](OC(C(C)C)CC)(OC(C(C)C)CC)OC(C(C)C)CC